methyl-L-valine methyl ester HCl Cl.COC([C@@H](NC)C(C)C)=O